CN1C=CC2=CC(=CC=C12)C1=NC(=NC(=N1)NC1=CC(=CC=C1)C(F)(F)F)C=1CCN(CC1)C(=O)OC(C)(C)C tert-butyl 4-(4-(1-methyl-1H-indol-5-yl)-6-((3-(trifluoromethyl)phenyl)amino)-1,3,5-triazin-2-yl)-3,6-dihydropyridine-1(2H)-carboxylate